3-[1-(cyclopropylmethyl)-1H-pyrazol-4-yl]-8-methoxy-2-(trifluoromethyl)-4H-pyrido[1,2-a]pyrimidin-4-one C1(CC1)CN1N=CC(=C1)C1=C(N=C2N(C1=O)C=CC(=C2)OC)C(F)(F)F